(S)-4-(2-(1-(5-fluoropyridin-2-yl)ethyl)-2H-tetrazol-5-yl)-N-(2-hydroxyethyl)benzenesulfonamide FC=1C=CC(=NC1)[C@H](C)N1N=C(N=N1)C1=CC=C(C=C1)S(=O)(=O)NCCO